1-(3-aminopropyl)-1,4-dihydro-5H-tetrazol-5-one NCCCN1N=NNC1=O